2-bromo-6-iodo-4-methyl-7,8-dihydro-4H-pyrazolo[1,5-a][1,3]diazepin BrC1=NN2C(N(C=C(CC2)I)C)=C1